tert-butyl 4-[3-chloro-5-[2-(4-chlorophenyl)ethoxycarbonyl]-2-pyridyl]piperazine-1-carboxylate ClC=1C(=NC=C(C1)C(=O)OCCC1=CC=C(C=C1)Cl)N1CCN(CC1)C(=O)OC(C)(C)C